(S)-1-(5-((3-chloro-2-(1H-pyrrol-1-yl)pyridin-4-yl)thio)pyrazin-2-yl)-4'H,6'H-spiro[piperidine-4,5'-pyrrolo[1,2-b]pyrazol]-4'-amine ClC=1C(=NC=CC1SC=1N=CC(=NC1)N1CCC2([C@@H](C=3N(N=CC3)C2)N)CC1)N1C=CC=C1